Docosane-1,11,11-tricarboxylic acid C(CCCCCCCCCC(CCCCCCCCCCC)(C(=O)O)C(=O)O)C(=O)O